tert-butyl 4-((6-(5-cyanopyrazin-2-ylamino)-3-(3-(piperidin-1-yl)phenyl)pyridazin-4-ylamino)methyl)piperidine-1-carboxylate C(#N)C=1N=CC(=NC1)NC1=CC(=C(N=N1)C1=CC(=CC=C1)N1CCCCC1)NCC1CCN(CC1)C(=O)OC(C)(C)C